C1(CCC1)CC(=O)NC1=CSC(=C1)C1=NC(=CN=C1)C1=CC(=C(C=C1)CN1CCOCC1)OC 2-cyclobutyl-N-(5-(6-(3-methoxy-4-(morpholinomethyl)phenyl)pyrazin-2-yl)thiophen-3-yl)acetamide